ClC=1C(=C2C=NNC2=C(C1F)C(O)C1CC1)C=1N=CC=2N(C1)C=C(N2)NC(C)=O N-(6-(5-chloro-7-(cyclopropyl-(hydroxy)methyl)-6-fluoro-1H-indazol-4-yl)imidazo[1,2-a]pyrazin-2-yl)acetamide